[4-amino-2-(2,4,6-trifluoroanilino)thiazol-5-yl]-phenyl-methanone NC=1N=C(SC1C(=O)C1=CC=CC=C1)NC1=C(C=C(C=C1F)F)F